3-bromo-4-ethyl-5-(2-methyl-1H-benzo[d]imidazol-5-yl)pyridin-2-amine BrC=1C(=NC=C(C1CC)C1=CC2=C(NC(=N2)C)C=C1)N